C[Se]C(=O)[C@H](O)[C@@H](O)[C@H](O)[C@H](O)CO methyl-seleno-glucose